2-(4-bromophenyl)piperidine BrC1=CC=C(C=C1)C1NCCCC1